2-(3,3-difluoro-1-methylcyclobutyl)-N-(2-(ethylthio)-4-(6-fluoro-3,4-dihydroisoquinolin-2(1H)-yl)-6-methylphenyl)acetamide FC1(CC(C1)(C)CC(=O)NC1=C(C=C(C=C1C)N1CC2=CC=C(C=C2CC1)F)SCC)F